N-(4-(1-(4-(2,6-dioxopiperidin-3-yl)-2-fluorophenyl)pyrrolidin-3-yl)piperazin-1-yl)-3-methoxybenzamide O=C1NC(CCC1C1=CC(=C(C=C1)N1CC(CC1)N1CCN(CC1)NC(C1=CC(=CC=C1)OC)=O)F)=O